Methyl 4-((1r,2r)-2-tert-butylcyclopropyl)-3-chlorobenzoate C(C)(C)(C)[C@H]1[C@@H](C1)C1=C(C=C(C(=O)OC)C=C1)Cl